(R)-(4-((4-Chlorophenoxy)methyl)-7-azabicyclo[2.2.1]heptan-1-yl)(3-fluorophenyl)methanol ClC1=CC=C(OCC23CCC(CC2)(N3)[C@H](O)C3=CC(=CC=C3)F)C=C1